(S)-1-(3-(azetidin-1-ylsulfonyl)-6-methoxypyridin-2-yl)pyrrolidin-3-ol N1(CCC1)S(=O)(=O)C=1C(=NC(=CC1)OC)N1C[C@H](CC1)O